[C@@H]12N(C[C@@H](NC1)C2)C=2C(C(C2N(C2=CC=CC=C2)CC2=NC=C(C=C2F)C=2OC(=NN2)C(F)F)=O)=O 3-[(1S,4S)-2,5-diazabicyclo[2.2.1]heptan-2-yl]-4-[N-[[5-[5-(difluoromethyl)-1,3,4-oxadiazol-2-yl]-3-fluoro-2-pyridyl]methyl]anilino]cyclobut-3-en-1,2-dione